(rac)-(6-(4-Ethylphenyl)-2-azaspiro[3.4]octan-2-yl)((1s,3s)-3-hydroxy-3-methylcyclobutyl)methanon C(C)C1=CC=C(C=C1)[C@H]1CC2(CN(C2)C(=O)C2CC(C2)(C)O)CC1 |r|